CC(CN1C[C@]2(CCS(C2)(=O)=O)CC1)(C)OC1=CC=C(C=C1)C(F)(F)F (R)-7-(2-Methyl-2-(4-(trifluoromethyl)phenoxy)propyl)-2-thia-7-azaspiro[4.4]nonane 2,2-dioxide